4-amino-3-(3-aminoprop-1-ynyl)pyrazolo[3,4-d]pyrimidine NC1=C2C(=NC=N1)NN=C2C#CCN